C1(CCC2=CC=CC=C12)=C(C#N)C#N 2-(2,3-dihydro-1H-indene-1-ylidene)malononitrile